ClC1=CC=C(C=C1)OS(=S)OC1=CC=C(C=C1)Cl.CC1=CC=C2C(=CC=NC2=C1)NC1=CC=C(C(=O)NC2=CC(=CC=C2)OC2=CC=NC=C2)C=C1 4-((7-methylquinolin-4-yl)amino)-N-(3-(pyridin-4-yloxy)phenyl)benzamide bis(4-chlorophenyl)thiosulphite